spermine tetra-HCl Cl.Cl.Cl.Cl.NCCCNCCCCNCCCN